m-{2-[2-bromo-5-(trifluoromethyl)phenyl]-1-hydroxyethyl}benzonitrile BrC1=C(C=C(C=C1)C(F)(F)F)CC(O)C=1C=C(C#N)C=CC1